C(C)OC(C[C@@H](C1=C(C2=C(N(N=N2)C)C=C1)C)C=1C=C(C2=C(C=CS2)C1)CCl)=O (3R)-3-[7-(chloromethyl)-1-benzothien-5-yl]-3-(1,4-dimethyl-1H-benzotriazol-5-yl)propionic acid ethyl ester